6-[6-(difluoro-methoxy)-3-pyridyl]-5-[4-[(3S)-1-(3-fluoropropyl)pyrrolidin-3-yl]oxyphenyl]-8,9-dihydro-7H-benzo[7]annulen-2-ol FC(OC1=CC=C(C=N1)C1=C(C2=C(CCC1)C=C(C=C2)O)C2=CC=C(C=C2)O[C@@H]2CN(CC2)CCCF)F